N-(4-cyanobenzyl)-1-methyl-2-oxo-8-((1-sulfamoylcyclopropyl)methoxy)-1,2-dihydro-1,7-naphthyridine-3-carboxamide C(#N)C1=CC=C(CNC(=O)C=2C(N(C3=C(N=CC=C3C2)OCC2(CC2)S(N)(=O)=O)C)=O)C=C1